N1=CN=C2NC=NC2=C1OS(=O)(=O)C1=C(C=C(C=C1C(C)C)C(C)C)C(C)C.CC1=CC=C(N=CC2=CC=C(C=C2)CC)C=C1 4-methyl-N-(4-ethylbenzylidene)aniline 9H-Purine-6-yl-2,4,6-triisopropylbenzenesulfonate